6-[5-[(1S)-1-Aminoethyl]-3-cyclopropyl-1,2,4-triazol-1-yl]-N-methyl-pyrimidine-4-carboxamide hydrochloride Cl.N[C@@H](C)C1=NC(=NN1C1=CC(=NC=N1)C(=O)NC)C1CC1